C(O)[N]CO dimethylolNitrogen